(R)-tetrahydro-3H-spiro[[1,2,3]oxathiazolo[3,4-a]pyridine-5,2'-[1,3]dioxolane]-1,1-dioxide O1C2(OCC1)C[C@H]1N(CC2)S(OC1)(=O)=O